ClC=1C=C(C(=O)NCC2=C(C=CC3=C2N(C=N3)C)OC)C=CC1C(F)(F)F 3-chloro-N-((6-methoxy-1-methyl-1H-benzimidazol-7-yl)-methyl)-4-(trifluoro-methyl)benzamide